(S)-N-((R or S)-2-(3-chloro-4-fluorophenoxy)-1-(3-chloro-4-fluorophenyl)ethyl)-2-oxoImidazolidine-4-carboxamide ClC=1C=C(OC[C@@H](C2=CC(=C(C=C2)F)Cl)NC(=O)[C@H]2NC(NC2)=O)C=CC1F |o1:6|